O[C@H](C[C@H]1CCC=2C=3C1=C1C(=NC3C=C(C2C)F)C2=CC3=C(C(N2C1)=O)COC([C@]3(O)CC)=O)CO (1R,9S)-1-((R)-2,3-Dihydroxypropyl)-9-ethyl-5-fluoro-9-hydroxy-4-methyl-1,2,3,9,12,15-hexahydro-10H,13H-benzo[de]pyrano[3',4':6,7]indolizino[1,2-b]quinoline-10,13-dione